[N+](=O)([O-])C=1C=C(C=CC1O)C1=CC=CC=C1 3-nitro-[1,1'-biphenyl]-4-ol